O=C1NC(CCC1N1CC2=CC=C(C=C2C1=O)CNC(OC(C1=CC=CC=C1)OC(F)(F)F)=O)=O (trifluoromethoxy)benzyl ((2-(2,6-dioxopiperidin-3-yl)-3-oxoisoindolin-5-yl)methyl)carbamate